FC1=C(CN(S(=O)(=O)C)C2=CC=C(C=C2)F)C=CC(=C1)C(=O)NNC(C(F)(F)F)=O N-(2-fluoro-4-(2-(2,2,2-trifluoroacetyl)hydrazine-1-carbonyl)benzyl)-N-(4-fluorophenyl)methanesulfonamide